1-((5-(1-aminoethyl)-2-(3-(cyclopropylmethoxy)-4-(difluoromethoxy) phenyl) oxazol-4-yl) methyl)-4-methylterephthalate hydrochloride Cl.NC(C)C1=C(N=C(O1)C1=CC(=C(C=C1)OC(F)F)OCC1CC1)CC1(C(=O)O)C=CC(C(=O)O)(C=C1)C